(rac)-6-(2,2-difluoroethoxy)-1-methyl-4-[4-(5-methyl-1,3-benzoxazol-2-yl)piperidin-1-yl]-2-oxo-7-[tetrahydrofuran-3-yloxy]-1,2-dihydroquinoline-3-carbonitrile FC(COC=1C=C2C(=C(C(N(C2=CC1O[C@H]1COCC1)C)=O)C#N)N1CCC(CC1)C=1OC2=C(N1)C=C(C=C2)C)F |r|